C(CCCCCCCCCCCCCCCCC)OC=1C=C(C(=O)O)C=C(C1OCCCCCCCCCCCCCCCCCC)OCCCCCCCCCCCCCCCCCC 3,4,5-tris(octadecyloxy)benzoic acid